FC1=C(C=CC=C1)[C@]1([C@@H]2CCN(C[C@H]12)C1=CN=C2C(=N1)NN=C2C=2C=1N(C=C(C2)OC)N=CC1)CN ((1S,6R,7R)-7-(2-fluorophenyl)-3-(3-(6-methoxypyrazolo[1,5-a]pyridin-4-yl)-1H-pyrazolo[3,4-b]pyrazin-6-yl)-3-azabicyclo[4.1.0]heptan-7-yl)methanamine